ClC=1C(=C2N=C(N=C3C2=C(OC[C@@H]2[C@@H]4CC[C@H](CN32)N4C(=O)OC(C)(C)C)N1)S(=O)C)F tert-butyl (5aS,6S,9R)-2-chloro-1-fluoro-12-(methylsulfinyl)-5a,6,7,8,9,10-hexahydro-5H-4-oxa-3,10a,11,13,14-pentaaza-6,9-methanonaphtho[1,8-ab]heptalene-14-carboxylate